N1,N2-bis(thiophen-2-ylmethyl)oxalamide S1C(=CC=C1)CNC(C(=O)NCC=1SC=CC1)=O